N,N-diethyl-N-(2-methoxyethyl)-N-methyl-ammonium bromide [Br-].C(C)[N+](C)(CCOC)CC